BrC1=CC=2C(N(C(C3=CC(=C4C(C23)=C1OC1=CC=CC=C14)Br)=O)CC(CCCC)CC)=O 5,11-dibromo-2-(2-ethylhexyl)-1H-xantheno[2,1,9-def]isoquinoline-1,3(2H)-dione